2-[2-[(1S,4aR,5R,8aS)-1-methyl-5-[(1S)-2,2,2-trifluoro-1-hydroxy-ethyl]-3,4,4a,5,6,7,8,8a-octahydro-1H-isoquinolin-2-yl]-2-oxo-ethyl]-3-chloro-6-methoxybenzonitrile C[C@@H]1N(CC[C@H]2[C@@H](CCC[C@H]12)[C@@H](C(F)(F)F)O)C(CC1=C(C#N)C(=CC=C1Cl)OC)=O